C(C)(C)OC([C@@H](N)C)=O (L)-alanine isopropyl ester